amino-7-fluoro-2H-1,4-benzoxazine NC1OC2=C(N=C1)C=CC(=C2)F